C[C@H]1[C@@H]([C@H]([C@H]([C@@H](O1)O[C@H]2[C@@H]([C@H](O[C@H]([C@@H]2O)O[C@@H]3[C@H](O[C@@H]([C@@H]([C@H]3O[C@H]4[C@@H]([C@@H]([C@H]([C@@H](O4)C)O)O)O)O)O[C@@H]5[C@H]([C@@H]([C@H](O[C@@H]5OCCCCCN)CO)O)O)CO)CO)O)O)O)O The molecule is a pentasaccharide derivative consisting of an alpha-D-glucosyl residue glycosidically linked to a 5-aminopentyl group and which carries at O-2 an alpha-L-rhamnosyl-(1->3)-[alpha-L-rhamnosyl-(1->3)-beta-D-glucosyl-(1->4)]-alpha-D-glucosyl branched tetrasaccharide unit It is a pentasaccharide derivative and a glycoside.